1-(4-(dimethylamino)but-2-enoyl)piperidine CN(CC=CC(=O)N1CCCCC1)C